N-methyl-N-(3-oxo-4-((S)-1-tritylaziridine-2-carbonyl)piperazine-1-carbonyl)-L-valine CN([C@@H](C(C)C)C(=O)O)C(=O)N1CC(N(CC1)C(=O)C1[N@](C1)C(C1=CC=CC=C1)(C1=CC=CC=C1)C1=CC=CC=C1)=O